copper zinc aluminum iron [Fe].[Al].[Zn].[Cu]